C(C)(C)N1CC=2N=C(N=CC2C1=O)SC 6-isopropyl-2-(methylthio)-6,7-dihydro-5H-pyrrolo[3,4-d]pyrimidin-5-one